C(C)(C)(C)N1N=CC(=C1F)NC(=O)C1=NC=C(C(=C1)C1=CC=2N(C(=C1)N1CCOCC1)N=C(N2)C)C N-(1-Tert-butyl-5-fluoropyrazol-4-yl)-5-methyl-4-[2-methyl-5-(morpholin-4-yl)-[1,2,4]triazolo[1,5-a]pyridin-7-yl]pyridine-2-carboxamide